5-{4-[(2-fluoroethyl)amino]-5H,6H,7H,8H-pyrido[3,4-d]pyrimidine-7-carbonyl}-6-methyl-N-(1-methylcyclopropyl)furo[2,3-d]pyrimidin-4-amine FCCNC=1C2=C(N=CN1)CN(CC2)C(=O)C2=C(OC=1N=CN=C(C12)NC1(CC1)C)C